NC1=C2C(N(C(C2=CC=C1)=O)CC1=CC=C(C=C1)OC)C1=C(C=CC=C1)C 4-amino-2-(4-methoxybenzyl)-3-(o-tolyl)isoindolin-1-one